N-vinyl-4-octyl-caprolactam C(=C)N1C(CCC(CC1)CCCCCCCC)=O